CN(C1CCN(CC1)C=1C=NC(=CC1)[N+](=O)[O-])C N,N-dimethyl-1-(6-nitro-3-pyridinyl)piperidin-4-amine